3-acetamido-5-(2-hydroxyethyl)-1H-indole-1-carboxylic acid tert-butyl ester C(C)(C)(C)OC(=O)N1C=C(C2=CC(=CC=C12)CCO)NC(C)=O